CC1CCCC=2N1C(=CN2)C(=O)NC2=CC(=C(C=C2)C)C=2C=NC1=CC(=NC=C1C2)NC 5-methyl-N-(4-methyl-3-(7-(methylamino)-1,6-naphthyridin-3-yl)phenyl)-5,6,7,8-tetrahydroimidazo[1,2-a]pyridine-3-carboxamide